4-[4-[[6-methyl-4-(1-methylcyclopropoxy)pyrido[3,2-d]pyrimidin-2-yl]amino]pyrazol-1-yl]cyclohexanecarboaldehyde CC=1C=CC=2N=C(N=C(C2N1)OC1(CC1)C)NC=1C=NN(C1)C1CCC(CC1)C=O